ClC=1C(=NC=CC1)N1N(C(=C(C1=O)NC(C1=CC=C(C=C1)OC(F)(F)F)=O)C1=C(C=C(C=C1F)OC)F)C N-[2-(3-chloropyridin-2-yl)-5-(2,6-difluoro-4-methoxyphenyl)-1-methyl-3-oxo-2,3-dihydro-1H-pyrazol-4-yl]-4-(trifluoromethoxy)benzamide